acrylic acid 2-(2-vinyloxy-ethoxy)-ethyl ester C(=C)OCCOCCOC(C=C)=O